S(OC1=CC=C(C=C1)OCC1=C(C=C(C=C1F)N1C=NC(=C1C)C#N)F)(=O)(=O)F 4-((4-(4-cyano-5-methyl-1H-imidazol-1-yl)-2,6-difluorobenzyl)oxy)phenyl sulfurofluoridate